2-(3-chlorobenzo[b]thiophen-2-yl)-4-(4-(dimethylamino)benzylidene)oxazol-5(4H)-one ClC=1C2=C(SC1C=1OC(C(N1)=CC1=CC=C(C=C1)N(C)C)=O)C=CC=C2